4-((2-amino-1-(5-((4-(4-(methoxycarbonyl)-6-methylpyridin-2-yl)-1-Methyl-1H-pyrazol-5-yl)oxy)-2-(methyl-d3)pentyl)-1H-benzo[d]imidazol-6-yl)methoxy)piperazine NC1=NC2=C(N1CC(CCCOC1=C(C=NN1C)C1=NC(=CC(=C1)C(=O)OC)C)C([2H])([2H])[2H])C=C(C=C2)CON2CCNCC2